O1C(=NC=C1)B(O)O OXAZOL-2-YLBORONIC ACID